C(CS)(=O)OCC(OC(CS)=O)COC(CS)=O glycerol tri(thioglycolate)